OCCOCC(C)(O)C 1-(2-hydroxyethoxy)-2-methylpropan-2-ol